n-butyl-(2,5-dihydroxyphenyl)phosphonium bromide [Br-].C(CCC)[PH2+]C1=C(C=CC(=C1)O)O